1-(5-(4-((1-(4-(2-butyl-1-oxo-1,2-dihydro-2,7-naphthyridin-4-yl)-2,6-difluorobenzyl)piperidin-4-yl)oxy)piperidine-1-carbonyl)-2-methoxyphenyl)di-hydro-pyrimidine-2,4(1H,3H)-dione C(CCC)N1C(C2=CN=CC=C2C(=C1)C1=CC(=C(CN2CCC(CC2)OC2CCN(CC2)C(=O)C=2C=CC(=C(C2)N2C(NC(CC2)=O)=O)OC)C(=C1)F)F)=O